NC=1C(=CC(=NC1)C1=CC2=C(C(=CC=C2C=C1)OC)NCC(=C)C#N)C(=O)NC 5-amino-2-{8-[(2-cyano-2-methylideneethyl)amino]-7-methoxynaphthalen-2-yl}-N-methylpyridine-4-carboxamide